oxadiazinoindoline N1CCC=2C=CC=3C(C12)=CONN3